2-((2R,5S)-2-(2-(1-(dimethylamino)ethyl)benzo[d]thiazol-5-yl)-5-methylpiperidin-1-yl)-2-oxo-N-(1H-pyrazolo[4,3-c]pyridin-7-yl)acetamide Hydrogen chloride Cl.CN(C(C)C=1SC2=C(N1)C=C(C=C2)[C@@H]2N(C[C@H](CC2)C)C(C(=O)NC=2C1=C(C=NC2)C=NN1)=O)C